5-[(4-Ethyl-phenoxyethylthio)methyl]-1,3,4-oxadiazol-2(3H)-one C(C)C1=CC=C(OCCSCC2=NNC(O2)=O)C=C1